1-(4-chlorobenzyl)-3-(6-(dibenzylamino)spiro[3.3]hept-2-yl)urea ClC1=CC=C(CNC(=O)NC2CC3(C2)CC(C3)N(CC3=CC=CC=C3)CC3=CC=CC=C3)C=C1